N-(3-(N,S-dimethylsulfonimidoyl)phenyl)-3-(4-(fluoromethoxy)phenoxy)-6-(trifluoromethyl)pyridazine-4-carboxamide hydrochloride Cl.CN=S(=O)(C)C=1C=C(C=CC1)NC(=O)C1=C(N=NC(=C1)C(F)(F)F)OC1=CC=C(C=C1)OCF